CCCCCCCCC(CCCCCCCC)OC(CCCCN(CCCCCCCCC(=O)OCCC#CC)CCO)=O Pent-3-yn-1-yl 9-((5-(heptadecan-9-yloxy)-5-oxopentyl)(2-hydroxyethyl)amino)nonanoate